ClC(=O)OC1C[C@@H](CCC1C(C)C)C (R)-(-)-menthyl chloroformate